4-amino-N,1-dimethyl-N-((5S)-2-(1-methyl-1H-pyrazol-4-yl)-6,7-dihydro-5H-cyclopenta[b]pyridin-5-yl)-1H-pyrazolo[4,3-c]quinoline-8-carboxamide NC1=NC=2C=CC(=CC2C2=C1C=NN2C)C(=O)N([C@H]2CCC1=NC(=CC=C12)C=1C=NN(C1)C)C